(S)-(5-(pyridin-2-yl)-1,3,4-oxadiazol-2-yl)(4-(7-(trifluoromethyl)pyrazolo[1,5-a]pyridin-2-yl)-6,7-dihydro-1H-imidazo[4,5-c]pyridin-5(4H)-yl)methanone N1=C(C=CC=C1)C1=NN=C(O1)C(=O)N1[C@@H](C2=C(CC1)NC=N2)C2=NN1C(C=CC=C1C(F)(F)F)=C2